C(C)[C@@]1(CC[C@@]2([C@H]3CC[C@@]4([C@H](CC[C@H]4[C@@H]3CC[C@H]2C1)[C@H](C)CC[C@@H](C(C)C)O)CC)C)O (3S,5S,8R,9S,10S,13R,14S,17R)-3,13-diethyl-17-((2R,5S)-5-hydroxy-6-methylheptan-2-yl)-10-methylhexadecahydro-1H-cyclopenta[a]phenanthren-3-ol